6-O-acetyl-alpha-D-glucopyranosyl-(1→4)-D-glucose C(C)(=O)OC[C@@H]1[C@H]([C@@H]([C@H]([C@H](O1)O[C@@H]([C@@H]([C@H](C=O)O)O)[C@H](O)CO)O)O)O